[O-][NH+]1S(CCN(C1)CN1C[NH+](S(CC1)=O)[O-])=O 2-Oxido-4-[(2-oxido-1-oxo-1,2,4-thiadiazinan-2-ium-4-yl)methyl]-1,2,4-thiadiazinan-2-ium-1-oxide